ClC1=C(C=CC=C1)CC(=O)NC1=CC(=C(C=C1)C=1SC(=CN1)N1CCOCC1)S(N)(=O)=O 2-(2-chlorophenyl)-N-{4-[5-(morpholine-4-yl)-1,3-thiazol-2-yl]-3-sulfamoylphenyl}acetamide